N-[5-(2-Fluorophenyl)-1-(pyridine-3-sulfonyl)-1H-pyrrol-3-ylmethyl]-dimethyl-amine FC1=C(C=CC=C1)C1=CC(=CN1S(=O)(=O)C=1C=NC=CC1)CN(C)C